NCC=1C=C(C=CC1)C1=CC(=CC=2C=COC21)COC=2C=C(C(=O)O)C=CC2CC(=O)O 3-((7-(3-(aminomethyl)phenyl)benzofuran-5-yl)methoxy)-4-(carboxymethyl)benzoic acid